CN1N=C(C(=C1)C(=O)O)C 1,3-DIMETHYL-1H-PYRAZOLE-4-CARBOXYLIC ACID